5-amino-N-(2-(2,6-dimethylpiperidin-1-yl)ethyl)-6-methylnicotinamide NC=1C(=NC=C(C(=O)NCCN2C(CCCC2C)C)C1)C